methyl (S)-(1-(2-(4-bromo-2,6-difluorobenzyl)hydrazinyl)-3,3-dimethyl-1-oxobutan-2-yl)carbamate BrC1=CC(=C(CNNC([C@H](C(C)(C)C)NC(OC)=O)=O)C(=C1)F)F